8-amino-N-(4-{[(1-cycloheptylpiperidin-4-yl)oxy]methyl}-1,3-thiazol-2-yl)-5,5-dimethyl-4,5-dihydro-1H-pyrazolo[4,3-H]quinazoline-3-carboxamide NC1=NC=2C3=C(CC(C2C=N1)(C)C)C(=NN3)C(=O)NC=3SC=C(N3)COC3CCN(CC3)C3CCCCCC3